(R)-N-(1-(4-fluorophenyl)ethyl)-5-(4,4,5,5-tetramethyl-1,3,2-dioxaborolan-2-yl)pyrimidin-2-amine FC1=CC=C(C=C1)[C@@H](C)NC1=NC=C(C=N1)B1OC(C(O1)(C)C)(C)C